CNC1=CC=C(C(=O)C2=CC=C(C=C2)NC)C=C1 4,4'-bismethylaminobenzophenone